7-carbamoyl-2-(3-hydroxypropyl)-8-(naphthalen-1-ylmethyl)-6-oxo-9-(3-(trifluoromethyl)phenyl)-3,4-dihydro-2H,6H-pyrido[1,2-e][1,2,5]thiadiazine-4-carboxylic acid 1,1-dioxide C(N)(=O)C1=C(C(=C2N(C(CN(S2(=O)=O)CCCO)C(=O)O)C1=O)C1=CC(=CC=C1)C(F)(F)F)CC1=CC=CC2=CC=CC=C12